N(=C=O)C1=NC(=NC(=N1)N=C=O)N=C=O 2-isocyanato-4,6-diisocyanato-1,3,5-triazine